5-(6-chloro-7-fluoro-3-(1H-imidazol-1-yl)-5-methoxy-1-methyl-1H-indol-2-yl)-N-(2-hydroxyethyl)-N-methyl-4H-1,2,4-triazole-3-carboxamide ClC1=C(C=C2C(=C(N(C2=C1F)C)C=1NC(=NN1)C(=O)N(C)CCO)N1C=NC=C1)OC